5-(1-(methylpiperidin-4-yl)pyridin-2-yl)pyrimidin CN1CCC(CC1)N1C(C=CC=C1)C=1C=NC=NC1